ClC1=NC=C(C(=N1)NC1=C(C=C(C(=C1)C)C)P(C)(C)=O)Cl (2-((2,5-dichloropyrimidin-4-yl)amino)-4,5-dimethylphenyl)dimethylphosphine oxide